COC=1C=C2C=3N(C=4C=CC=CC4C2=CC1OC)C=1C=CC=CC1C3 2,3-dimethoxyindolo[1,2-f]phenanthridine